fluoro-N-methyl-[1,1'-biphenyl]-3-carboxamide FC1=C(C=CC=C1C(=O)NC)C1=CC=CC=C1